C(C)(C)(C)NC/C=C/C(=O)NC1=C(C=C(C=C1F)C(=O)C1=CC=C2C(=CC=CN12)C1=CC2=C(N(C=N2)C)C=C1C(F)(F)F)F (2E)-4-(tert-Butylamino)-N-(2,6-difluoro-4-{8-[1-methyl-6-(trifluoromethyl)-1H-1,3-benzodiazol-5-yl]indolizine-3-carbonyl}phenyl)but-2-enamide